2,7-bis(naphthalen-1-yl)-9H-carbazole C1(=CC=CC2=CC=CC=C12)C1=CC=2NC3=CC(=CC=C3C2C=C1)C1=CC=CC2=CC=CC=C12